FCCOCC1=CC=C(C=C1)C=C 1-((2-fluoroethoxy)methyl)-4-vinylbenzene